2-methoxy-4-(1-(4-(trifluoromethyl)phenyl)-1H-1,2,4-triazol-3-yl)benzoyl azide COC1=C(C(=O)N=[N+]=[N-])C=CC(=C1)C1=NN(C=N1)C1=CC=C(C=C1)C(F)(F)F